OC(C1=CC=C(C#N)C=C1)C1=NC=CC=C1 4-(hydroxy(pyridin-2-yl)methyl)benzonitrile